BrC1=NN(C(=C1)C1=NC2=C(C(O1)=O)C=C(C=C2)C#N)C2=NC=CC=C2Cl 2-[3-bromo-1-(3-chloro-2-pyridyl)-1H-pyrazol-5-yl]-6-cyano-4H-3,1-benzoxazin-4-one